tert-butyl 4-(4-(3-(2,6-dioxopiperidin-3-yl)-1-methyl-1H-indazol-6-yl)piperidine-1-carbonyl)-4-hydroxypiperidine-1-carboxylate O=C1NC(CCC1C1=NN(C2=CC(=CC=C12)C1CCN(CC1)C(=O)C1(CCN(CC1)C(=O)OC(C)(C)C)O)C)=O